C(C)C(C(=O)[O-])CCCC.[Bi+3].C(C)C(C(=O)[O-])CCCC.C(C)C(C(=O)[O-])CCCC bismuth (2-ethyl hexanoate)